monoBoc-diaminodipropylamine C(=O)(OC(C)(C)C)N(CCC(N)N)CCC